C1(CCCC1)NCC(=O)NC1=C(C=CC=C1)OC cyclopentylamino-N-(2-methoxyphenyl)acetamide